(S)-6-methyl-N-((S)-1-(5-(1-methyl-2-oxo-1,2-dihydroquinolin-3-yl)-1H-imidazol-2-yl)-7-oxononyl)-6-azaspiro[2.5]octane-1-carboxamide CN1CCC2(C[C@@H]2C(=O)N[C@@H](CCCCCC(CC)=O)C=2NC(=CN2)C=2C(N(C3=CC=CC=C3C2)C)=O)CC1